[N+](#[C-])CCCCCCNC=1NC(=CC(N1)=O)C 2-(6-isocyano-hexylamino)-6-methyl-4[1H]-pyrimidinone